NC1=NC(=CC=C1N=NC=1C=NC=CC1)N 2,6-diamino-3-[(pyridin-3-yl)azo]pyridine